C1(CCC1)C(CC(=O)C1CCC1)=O 1,3-dicyclobutyl-1,3-propanedione